[N+](=O)([O-])C1=CC=C(C=N1)N1CC(NCC1)CO (4-(6-nitropyridin-3-yl)piperazin-2-yl)methanol